4-[2-(Difluoromethyl)-3,3-difluoro-2-methyl-propanoyl]-3,5-dihydro-2H-pyrido[3,4-f][1,4]oxazepine-9-carbonitrile FC(C(C(=O)N1CCOC2=C(C1)C=NC=C2C#N)(C(F)F)C)F